The molecule is an organophosphate oxoanion obtained by deprotonation of the phosphate OH group of 2-hydroxybenzoyl-AMP; the major species at pH 7.3. It is a conjugate base of a 2-hydroxybenzoyl-AMP. C1=CC=C(C(=C1)C(=O)OP(=O)([O-])OC[C@@H]2[C@H]([C@H]([C@@H](O2)N3C=NC4=C(N=CN=C43)N)O)O)O